CC1=CC=C(C=C1)S(=O)(=O)O.CC1=CC=C(C=C1)S(=O)(=O)O.N[C@@H](CC(C)C)C(=O)O.N[C@@H](CC(C)C)C(=O)O dileucine di-p-toluenesulfonate